COC1=CC=C(CN2N=NN=C2NC2=NC(=CC(=N2)C(=O)O)C(F)(F)F)C=C1 2-((1-(4-methoxybenzyl)-1H-tetrazol-5-yl)amino)-6-(trifluoromethyl)pyrimidine-4-carboxylic acid